1-(tert-butoxycarbonyl)-5-phenylpiperidine-3-carboxylic acid C(C)(C)(C)OC(=O)N1CC(CC(C1)C1=CC=CC=C1)C(=O)O